methyl 2-amino-9,9-dimethyl-9H-fluorene-3-carboxylate NC1=CC=2C(C3=CC=CC=C3C2C=C1C(=O)OC)(C)C